3-hydroxy-2-oxo-6-{[4-(5-formamido-1H-pyrrol-3-yl)pyrazol-1-yl]methyl}-1H-1,5-naphthyridine-4-carboxamide copper silicon tungsten [W].[Si].[Cu].OC=1C(NC2=CC=C(N=C2C1C(=O)N)CN1N=CC(=C1)C1=CNC(=C1)NC=O)=O